C(#N)C1=CC(=C(C=C1)N1CC(N(C2(CC(C2)C(=O)NC2CCC2)C1=O)CC1=CC=C(C=C1)C(F)(F)F)=O)F 8-(4-cyano-2-fluorophenyl)-N-cyclobutyl-6,9-dioxo-5-(4-(trifluoromethyl)benzyl)-5,8-diazaspiro[3.5]nonane-2-carboxamide